(R)-2-((((9H-fluoren-9-yl)methoxy)carbonyl)amino)-3-(4-(2-(tert-butoxy)-2-oxoethoxy)phenyl)propanoic acid C1=CC=CC=2C3=CC=CC=C3C(C12)COC(=O)N[C@@H](C(=O)O)CC1=CC=C(C=C1)OCC(=O)OC(C)(C)C